O[C@@H]1C=C2C(C[C@H]3[C@@H]4CC[C@H]([C@@H](CCCC(C)C)C)[C@]4(CC[C@@H]3[C@]2(CC1)C)C)=O 3β-hydroxycholest-4-ene-6-one